F[C@@H]1[C@H](CN(CC1)C(=O)OC(C)(C)C)NC(C1=C(C=C(C(=C1)[N+](=O)[O-])NCCOC(F)(F)F)F)=O tert-butyl (3S,4S)-4-fluoro-3-(2-fluoro-5-nitro-4-((2-(trifluoromethoxy)ethyl)amino)benzamido)piperidine-1-carboxylate